FC(OC1=CC(=C(C=C1F)NS(=O)(=O)C1=CNC(=C1)C1=NC=CC=C1F)F)F N-[4-(difluoromethoxy)-2,5-difluorophenyl]-5-(3-fluoropyridin-2-yl)-1H-pyrrole-3-sulfonamide